8-chloro-5-((2-(3-(5-chloro-6-oxopyridazin-1(6H)-yl)propyl)-2-azaspiro[3.3]heptan-6-yl)oxy)-2-methylisoquinolin-1(2H)-one ClC=1C=CC(=C2C=CN(C(C12)=O)C)OC1CC2(CN(C2)CCCN2N=CC=C(C2=O)Cl)C1